N1(CCOCC1)C(=O)[O-] morpholin-4-carboxylate